C(CCC)C(C(=O)OCCCCCCC(=O)OCCCC(CCCOC(CCC(OCCCC\C=C/CC)OCCCC\C=C/CC)=O)O)CCCCCC 7-((7-((4,4-bis(((Z)-oct-5-en-1-yl) oxy) butanoyl) oxy)-4-hydroxyheptyl) oxy)-7-oxoheptyl 2-butyloctanoate